COC1=C(C=C(C=C1)OC1=CC=C(C=C1)C(F)(F)F)NC(=O)[C@H]1NC(N(C1)C)=O (S)-N-(2-Methoxy-5-(4-(trifluoromethyl)phenoxy)phenyl)-1-methyl-2-oxo-imidazolidine-4-carboxamide